NC=1C=C(C=C2C=C(N=CC12)NC(=O)[C@H]1[C@H](C1)F)C=1C=NC=CC1OC |r| (±)-cis-N-(8-amino-6-(4-methoxypyridin-3-yl)isoquinolin-3-yl)-2-fluorocyclopropanecarboxamide